2-(2-(t-butoxycarbonylamino)ethoxy)ethoxyacetic acid C(C)(C)(C)OC(=O)NCCOCCOCC(=O)O